NC=1C2=C(N=CN1)NC=C2C(=O)NC=2OC1=C(N2)C=C(C=C1)Cl 4-amino-N-(5-chlorobenzo[d]oxazol-2-yl)-7H-pyrrolo[2,3-d]pyrimidine-5-carboxamide